C(C)(C)(C)[C@H]1C=2C=C(C(N(C2C2=C(C1)N1C(=N2)C(=CC(=C1)OC)OC(F)F)CC1=C(C=C(C=C1)OC)OC)=O)C(=O)OC (S)-methyl 5-(tert-butyl)-11-(difluoromethoxy)-1-(2,4-dimethoxybenzyl)-9-methoxy-2-oxo-1,2,5,6-tetrahydropyrido[2',1':2,3]imidazo[4,5-h]quinoline-3-carboxylate